((4-bromophenyl)thio)-6-methyl-2-(trifluoromethyl)quinazoline piperazine-2,6-diylbis(pentane-5,1-diyl)diacetate N1C(CNCC1CCCCCCC(=O)O)CCCCCCC(=O)O.BrC1=CC=C(C=C1)SC1=NC(=NC2=CC=C(C=C12)C)C(F)(F)F